2-[2-(Benzylsulfanyl)-4-nitrophenyl]-5-methyl-1,3,4-oxadiazole C(C1=CC=CC=C1)SC1=C(C=CC(=C1)[N+](=O)[O-])C=1OC(=NN1)C